5-(3-fluorophenyl)thiazol-2-amine FC=1C=C(C=CC1)C1=CN=C(S1)N